[2H]C=1C(=C(C(=C(C1)[C@H]1[C@@H](O[C@@]([C@@H]1C)(C(F)(F)F)C)C(=O)NC1=CC(=NC=C1)C(=O)N)OC)F)F 4-[[(2R,3S,4R,5S)-3-(5-Deuterio-3,4-difluoro-2-methoxyphenyl)-4,5-dimethyl-5-(trifluoromethyl)tetrahydrofuran-2-carbonyl]amino]pyridin-2-carboxamid